3-(4-fluorobenzyl)-1-(4-(pyridin-4-yl)phenyl)pyrrolidin-2-one FC1=CC=C(CC2C(N(CC2)C2=CC=C(C=C2)C2=CC=NC=C2)=O)C=C1